Cl.CC1(OC2=C(O1)C=CC=C2C2CCNCC2)C=2C=CC(=C1C=COC12)C#N 7-(2-methyl-4-(piperidin-4-yl)benzo[d][1,3]Dioxolan-2-yl)benzofuran-4-carbonitrile hydrochloride